C(CCCCCCCCCCC)(=O)[O-].C(CCCCCCCCCCC)(=O)[O-].C1(=CC=CC=C1)[Sn+2]C1=CC=CC=C1 diphenyltin dilaurate